(2R)-2-(6-{5-Chloro-2-[(oxan-4-yl)amino]pyrimidin-4-yl}-1-oxo-2,3-dihydro-1H-isoindol-2-yl)-N-[(1S)-1-[6-(difluoromethyl)pyridin-2-yl]-2-hydroxyethyl]propanamid ClC=1C(=NC(=NC1)NC1CCOCC1)C1=CC=C2CN(C(C2=C1)=O)[C@@H](C(=O)N[C@H](CO)C1=NC(=CC=C1)C(F)F)C